2,6-dimethylcyclohexanol CC1C(C(CCC1)C)O